7-amino-3-cyclopropyl-2-methyl-5-(methylsulfonyl)pyrazolo[1,5-a]pyrimidine-6-carbonitrile NC1=C(C(=NC=2N1N=C(C2C2CC2)C)S(=O)(=O)C)C#N